BrCCC/C=C/CCCCCC(OCC)OCC (7E)-11-bromo-1,1-diethoxy-7-undecene